N-(5-(7-fluoro-1-oxo-6-(4-(trifluoromethyl)phenyl)-3,4-dihydroisoquinolin-2(1H)-yl)-2-((2-methoxyethoxy)methoxy)phenyl)methanesulfonamide FC1=C(C=C2CCN(C(C2=C1)=O)C=1C=CC(=C(C1)NS(=O)(=O)C)OCOCCOC)C1=CC=C(C=C1)C(F)(F)F